tert-butyl (2-(((4S)-4-((tert-butoxycarbonyl)amino)-3-fluoropentyl)oxy)pyridin-4-yl)(1-(tert-butyl)-3-((1S,3R)-3-hydroxycyclopentyl)-1H-pyrazol-5-yl)carbamate C(C)(C)(C)OC(=O)N[C@H](C(CCOC1=NC=CC(=C1)N(C(OC(C)(C)C)=O)C1=CC(=NN1C(C)(C)C)[C@@H]1C[C@@H](CC1)O)F)C